tert-Butyl 3-(1-(5-(tert-butyl)-4-chloro-2-((4-methoxybenzyl)oxy)benzyl)-3,5-dimethyl-1H-pyrazole-4-carboxamido)azetidine-1-carboxylate C(C)(C)(C)C=1C(=CC(=C(CN2N=C(C(=C2C)C(=O)NC2CN(C2)C(=O)OC(C)(C)C)C)C1)OCC1=CC=C(C=C1)OC)Cl